CC1CC(CNC1)C(=O)OC methyl 5-methylpiperidine-3-carboxylate